CNC1CN(CC1)C=O (3-methylamino-pyrrolidin-1-yl)-methanone